4-(2-(3,3-dimethyl-4-oxo-4-(2-(trimethylsilyl)ethoxy)but-1-yn-1-yl)-3-fluorobenzyl)piperazine-1-carboxylic acid 1,1,1,3,3,3-hexafluoropropan-2-yl ester FC(C(C(F)(F)F)OC(=O)N1CCN(CC1)CC1=C(C(=CC=C1)F)C#CC(C(OCC[Si](C)(C)C)=O)(C)C)(F)F